NC=1N=C(N(C(C1SC1=C(C(=CC=C1)Cl)Cl)=O)C)N1CCNCC1 4-(4-amino-5-((2,3-dichlorophenyl)thio)-1-methyl-6-oxo-1,6-dihydropyrimidin-2-yl)piperazine